ClC1(CC1)C(=O)N1[C@@H](C[C@H](C1)F)C(=O)OCC1=CC=CC=C1 benzyl (2S,4R)-1-(1-chlorocyclopropane-1-carbonyl)-4-fluoropyrrolidine-2-carboxylate